6-cyclopropyl-7-(trideuteriomethoxy)imidazo[1,2-b]pyridazine C1(CC1)C=1C(=CC=2N(N1)C=CN2)OC([2H])([2H])[2H]